N1(CCCCCC1)S(=O)(=O)C=1C=C(N)C=CC1Cl 3-(azepan-1-ylsulfonyl)-4-chloroaniline